(2R)-2-methyl-1-((2-methyl-2H-tetrazol-5-yl)(phenyl)methyl)piperazine C[C@H]1N(CCNC1)C(C1=CC=CC=C1)C=1N=NN(N1)C